BrC=1C=C(C=2N(C1)N=C(N2)N)C=2SC(=NN2)C(C)C 6-bromo-8-[5-(propan-2-yl)-1,3,4-thiadiazol-2-yl][1,2,4]triazolo[1,5-a]pyridin-2-amine